C1(CCCC2CCCCC12)C(=O)O decalinic acid